1-(4-(5-(4-(trifluoromethyl)pyridin-2-yl)thiazol-2-yl)benzyl)azetidine-3-carboxylic acid FC(C1=CC(=NC=C1)C1=CN=C(S1)C1=CC=C(CN2CC(C2)C(=O)O)C=C1)(F)F